ClC1=CC=C(C=C1)C(C(=O)NN1C(=NC2=CC=CC=C2C1=O)N1CCCC1)C 2-(4-Chloro-phenyl)-N-(4-oxo-2-pyrrolidin-1-yl-4H-quinazolin-3-yl)-propionamide